4,4'-dithiodianiline NC1=CC=C(C=C1)SSC1=CC=C(N)C=C1